C1(C(C1)C=1C=2N(N=CC1)C=CC2F)C2CC2 4-([1,1'-bi(cyclopropane)]-2-yl)-5-fluoropyrrolo[1,2-b]pyridazine